N-(2-pyridylmethyl)-N'-[2-[(2-furylmethyl)amino]ethyl]-N'-(5,6,7,8-tetrahydro-8-quinolinyl)-1,4-xylylenediamine N1=C(C=CC=C1)CNCC1=CC=C(C=C1)CN(C1CCCC=2C=CC=NC12)CCNCC=1OC=CC1